CN1CCC(CC1)NC1=C2C=C(N(C2=CC=C1)CC(F)(F)F)C#CCNC=1C=CC(=NC1)C(=O)NC=1C=NC=CC1 5-[(3-{4-[(1-methylpiperidin-4-yl)amino]-1-(2,2,2-trifluoroethyl)-1H-indol-2-yl}prop-2-yn-1-yl)amino]-N-(pyridin-3-yl)pyridine-2-carboxamide